C(C)(C)C1=C(C=C(C=C1)OC)N1C(SCC1=O)=NC(N)=O 3-(3-(2-isopropyl-5-methoxyphenyl)-4-oxothiazolidin-2-ylidene)urea